C(C)(=O)C=1C(=NC(=NC1Cl)N)N(CC(=O)OC)CCO[Si](C)(C)C(C)(C)C methyl 2-[(5-acetyl-2-amino-6-chloro-pyrimidin-4-yl)-[2-[tertbutyl(dimethyl)silyl]oxyethyl]amino]acetate